phenoxyoxane-2-carboxylic acid O(C1=CC=CC=C1)C1(OCCCC1)C(=O)O